tetraethyl (1-(1-(4,8-dimethylnona-3,7-dien-1-yl)-1H-1,2,3-triazol-4-yl)propane-2,2-diyl)bis(phosphonate) CC(=CCCN1N=NC(=C1)CC(C)(P(OCC)(OCC)=O)P(OCC)(OCC)=O)CCC=C(C)C